BIS(pentafluorophenyl)titanocene FC1=C(C(=C(C(=C1[C-]1C=CC=C1)F)F)F)F.[C-]1(C=CC=C1)C1=C(C(=C(C(=C1F)F)F)F)F.[Ti+2]